FC1=C(C(=O)OC)C=C(C=C1)NC(C1=C(C=CC(=C1)C(F)(F)F)OC1=C(C=C(C=C1)F)C)=O methyl 2-fluoro-5-(2-(4-fluoro-2-methylphenoxy)-5-(trifluoromethyl)benzamido)benzoate